ClC1=CC(=C(C=N1)C=O)NCC(C)(C)C 6-chloro-4-(2,2-dimethyl-propylamino)-pyridine-3-carbaldehyde